((1-(2-(3,3-dimethylpiperidin-1-yl)-3,6-dimethyl-4-oxo-3,4-dihydroquinazolin-8-yl)ethyl)amino)benzoic acid CC1(CN(CCC1)C1=NC2=C(C=C(C=C2C(N1C)=O)C)C(C)NC1=C(C(=O)O)C=CC=C1)C